2-(4-(3-(4,5-Dihydropyrrolo[1,2-a]quinoxalin-4-yl)pyridin-2-yl)piperazin-1-yl)acetonitrile C1=CC=C2N1C1=CC=CC=C1NC2C=2C(=NC=CC2)N2CCN(CC2)CC#N